Butyl 3-(6-Nitropyridin-3-yloxy)azetidine-1-carboxylate [N+](=O)([O-])C1=CC=C(C=N1)OC1CN(C1)C(=O)OCCCC